FC1(CCC(CC1)C1=NC=CC(=C1NC(=O)C=1C=NC(=NC1)C(C)C)C1=NC=NC=C1)F N-(2-(4,4-difluorocyclohexyl)-4-(pyrimidin-4-yl)pyridin-3-yl)-2-isopropylpyrimidine-5-carboxamide